C(C(C)C)C1=C(C(=C(S1)S(=O)(=O)NC(OCCC)=O)C1=CC=C(C=C1)CN1C(=NC=C1)C)C propyl ((5-isobutyl-4-methyl-3-(4-((2-methyl-1H-imidazol-1-yl)methyl)phenyl)thiophen-2-yl)sulfonyl)carbamate